C1(=CC=CC=C1)C1OCC2N1C(C=C2)=O 3-phenyl-1,7a-dihydro-3H,5H-pyrrolo[1,2-c]oxazol-5-one